N-(2-fluoro-3-(methylsulfonyl)phenyl)-5-methylpyridin-2-amine FC1=C(C=CC=C1S(=O)(=O)C)NC1=NC=C(C=C1)C